C(CCCCCCC\C=C/CCCCCCCC)(=O)C1(OCC(O1)CN(C)C)C(CCCCCCC\C=C/CCCCCCCC)=O 2,2-dioleoyl-4-dimethylaminomethyl-[1,3]-dioxolane